4-methoxylmethylene-3-isochromanone O(C)C=C1C(OCC2=CC=CC=C12)=O